C1(=CC=CC=C1)C(C(C)N)CC 3-phenylpentan-2-amine